CC=1C=CC=2N(C1)C=C(N2)CN2C(C1=CN=CC(=C1C=C2)N2CCCCC2)=O 2-({6-methylimidazo[1,2-a]pyridin-2-yl}methyl)-5-(piperidin-1-yl)-1,2-dihydro-2,7-naphthyridin-1-one